NC(C(=O)NC1(CC1)C#N)=CC=1OC2=C(N1)C=CC(=C2)Cl (S)-2-amino-3-(6-chlorobenzo[d]oxazol-2-yl)-N-(1-cyanocyclopropyl)propenamide